C(C)(C)(C)OC(=O)N(C)CC1=CC(=NN1C1=CC=C(C(=O)OC)C=C1)C(F)(F)F methyl 4-(5-(((tert-butoxycarbonyl)(methyl)amino)methyl)-3-(trifluoromethyl)-1H-pyrazol-1-yl)benzoate